FC(C(=O)O)(F)F.FC1=C(C=CC(=C1)F)S(=O)(=O)NC=1C(=NC=C(C1)C=1C=C2C(=NC=NC2=C(C1)C(F)(F)F)N1CCNCC1)OC 2,4-difluoro-N-(2-methoxy-5-(4-(piperazine-1-yl)-8-(trifluoromethyl)quinazolin-6-yl)pyridine-3-yl)benzenesulfonamide trifluoroacetate